methyl (E)-9-octadecenoate C(CCCCCCC\C=C\CCCCCCCC)(=O)OC